2-(4-(difluoromethoxy)phenyl)-N-(3-(1,1-difluoropropyl)phenyl)-4-methyloxazole FC(OC1=CC=C(C=C1)C1OC=C(N1C1=CC(=CC=C1)C(CC)(F)F)C)F